BrC=1N=C(N2C1C(=CC(=C2)S(=O)(=O)NC2(COC2)C)Cl)C=2SC(=NN2)C(F)(F)F 1-Bromo-8-chloro-3-(5-(trifluoromethyl)-1,3,4-thiadiazol-2-yl)-N-(3-methyloxetan-3-yl)imidazo[1,5-a]pyridine-6-sulfonamide